monobromo-p-phenylene ether BrC1=C2C=CC(=C1)O2